5-(3-(6-((4-(2-(2,6-Dioxopiperidin-3-yl)-1-oxoisoindolin-4-yl)but-3-yn-1-yl)carbamoyl)pyridin-3-yl)isoquinolin-8-yl)-7-ethyl-6-fluoro-N-methyl-1H-indole-3-carboxamide O=C1NC(CCC1N1C(C2=CC=CC(=C2C1)C#CCCNC(=O)C1=CC=C(C=N1)C=1N=CC2=C(C=CC=C2C1)C=1C=C2C(=CNC2=C(C1F)CC)C(=O)NC)=O)=O